FC(S(=O)(=O)OC1=CC=C(C=C1)C1CCCN2C1=NS(CC2)(=O)=O)(F)F 4-(2,2-dioxido-3,4,6,7,8,9-hexahydropyrido[2,1-c][1,2,4]thiadiazin-9-yl)phenyl trifluoromethanesulfonate